2-(4-(6-(4-isopropyl-5-(8-methoxy-[1,2,4]triazolo[1,5-a]pyridin-6-yl)-1H-pyrazol-3-yl)pyridin-3-yl)piperazin-1-yl)-N-methylacetamide C(C)(C)C=1C(=NNC1C=1C=C(C=2N(C1)N=CN2)OC)C2=CC=C(C=N2)N2CCN(CC2)CC(=O)NC